1-(4,6-diamino-s-triazin-2-yl)pentyl-2-hydroxymethyl-imidazole NC1=NC(=NC(=N1)N)C(CCCC)C=1N=C(NC1)CO